Tert-butyl (S)-4-(7-bromo-5,8-difluoroquinazolin-4-yl)-3-(((tert-butyldimethylsilyl)oxy)methyl)piperazine-1-carboxylate BrC1=CC(=C2C(=NC=NC2=C1F)N1[C@@H](CN(CC1)C(=O)OC(C)(C)C)CO[Si](C)(C)C(C)(C)C)F